ClC1=CC=C(C=N1)OC1(CCCCC1)N ((6-chloropyridin-3-yl)oxy)cyclohexane-1-amine